C(CCC)NC1=C(C=CC=C1)N N'-butyl-phenylenediamine